C(C)(=O)NC1=CC=C(C=C1)NC(C)=O diacetyl-1,4-phenylenediamine